ethylene dipropyl sulfone C(CC)S(=O)(=O)CCC.C=C